(R)-N1-(3-amino-2-hydroxypropyl)-4-(4-(aminomethyl)-4-fluoropiperidin-1-yl)-3-(2H-tetrazol-5-yl)benzene-1,2-disulfonamide NC[C@H](CNS(=O)(=O)C=1C(=C(C(=CC1)N1CCC(CC1)(F)CN)C=1N=NNN1)S(=O)(=O)N)O